BrC=1C2=C(C(=NC1)Cl)SC1=C2C=CC(=C1)CC(C)(C)C 4-bromo-1-chloro-7-neopentylbenzo[4,5]thieno[2,3-c]pyridine